[OH-].CC1=C(C(=C(C(C1(C)[NH3+])C)C)C)C tetramethyl-1,4-dimethylphenylammonium hydroxide